C1(=CC=CC=C1)COC(=O)NC(C(=O)OC)CC(F)F methyl 2-(((phenylmethyloxy) carbonyl) amino)-4,4-difluorobutyrate